C(C)N(C(C(CSC)C)=O)C1=C(N=C(S1)C=1C=NC=CC1)C N-ethyl-2-methyl-N-[4-methyl-2-(3-pyridyl)thiazol-5-yl]-3-methylsulfanylpropionamide